4'-allyloxybiphenyl-3-amine C(C=C)OC1=CC=C(C=C1)C1=CC(=CC=C1)N